3a-(3,4-dimethoxyphenyl)-1-methyl-2,3,4,5,7,7a-hexahydroindol-6-imine COC=1C=C(C=CC1OC)C12CCN(C2CC(CC1)=N)C